C1CC(=O)N(C1=O)OC(=O)C2=CC=C(C=C2)C(=O)C3=CC=CC=C3 4-(N-Succinimidylcarboxy)benzophenone